C1(=CC=CC=C1)CC(=O)NC=1SC(=NN1)O[C@@H]1CNCC1 2-phenyl-N-{5-[(3S)-pyrrolidin-3-yloxy]-1,3,4-thiadiazol-2-yl}acetamide